germoleamidopropyl-dimethylamine [GeH]1(C=CC=C1)C(=O)NCCCN(C)C